BrC1=NC=C(C2=C1N=C(N=C2C)SC)C 8-bromo-4,5-dimethyl-2-(methylsulfanyl)pyrido[3,4-d]pyrimidine